[Si](C)(C)(C(C)(C)C)OCC/C=C/C1=C(C(=NC=C1)C(=C)C)[N+](=O)[O-] (E)-4-(4-((tert-butyldimethylsilyl)oxy)but-1-en-1-yl)-3-nitro-2-(prop-1-en-2-yl)pyridine